1,4-thiazinane-1,1-dioxide hydrochloride Cl.S1(CCNCC1)(=O)=O